C(#N)C1=C(C=C(C=C1)NC(=O)[C@@H]1CN([C@H](O1)C(F)(F)F)C1=CC(=C(C=C1)C#N)C(F)(F)F)C(F)(F)F (2R,5S)-N,3-Bis(4-cyano-3-(trifluoromethyl)phenyl)-2-(trifluoromethyl)oxazolidin-5-carboxamid